2,2-bis(4-hydroxycyclohexyl)hexafluoropropane OC1CCC(CC1)C(C(F)(F)F)(C(F)(F)F)C1CCC(CC1)O